5-((4-((4-(4-chlorophenyl)-6,6-dimethyl-5,6-dihydro-2H-pyran-3-yl)methyl)piperazin-1-yl)methyl)-2-(2,4-dioxotetrahydropyrimidine-1(2H)-yl)isoindoline-1,3-dione ClC1=CC=C(C=C1)C1=C(COC(C1)(C)C)CN1CCN(CC1)CC=1C=C2C(N(C(C2=CC1)=O)N1C(NC(CC1)=O)=O)=O